FC1(C(C2=CC=CC=C2C1O)=O)C1=CC2=CC=CC=C2C=C1 (+)-2-Fluoro-3-hydroxy-2-(naphthalen-2-yl)-2,3-dihydro-1H-inden-1-one